3-[({[(Tert-butoxy)carbonyl]amino}sulfonyl)(1-methyl-1H-pyrazol-4-yl)amino]-1-methylpiperidin-1-ium trifluoroacetate FC(C(=O)[O-])(F)F.C(C)(C)(C)OC(=O)NS(=O)(=O)N(C1C[NH+](CCC1)C)C=1C=NN(C1)C